ClC1=CC=C(C=C1)C(C(=O)OC)C1CC(CC1)(F)F Methyl (4-chlorophenyl)(3,3-difluorocyclopentyl)acetate